CN1C[C@@H](C(C1)(C)C)N (3R)-1,4,4-trimethylpyrrolidin-3-amine